4-({(2S)-2-[4-{5-chloro-2-[4-(trifluoromethyl)-1H-1,2,3-triazol-1-yl]phenyl}-5-Methoxy-2-oxopyridin-1(2H)-yl]butyryl}amino)-2-fluorobenzamide ClC=1C=CC(=C(C1)C1=CC(N(C=C1OC)[C@H](C(=O)NC1=CC(=C(C(=O)N)C=C1)F)CC)=O)N1N=NC(=C1)C(F)(F)F